[Ir](Cl)(Cl)Cl.FC1=C(C=CC(=C1)F)C1=NC=CC=C1.FC1=C(C=CC(=C1)F)C1=NC=CC=C1 bis(2-(2,4-difluorophenyl)pyridine) iridium chloride